2-[2-(4,4-difluoroazepan-1-yl)-5-methyl-6-(trifluoromethyl)-3-pyridyl]-5,6-dimethyl-4-oxo-1H-pyridine-3-carboxamide FC1(CCN(CCC1)C1=NC(=C(C=C1C=1NC(=C(C(C1C(=O)N)=O)C)C)C)C(F)(F)F)F